8-(4,4-difluoropiperidin-1-yl)quinoline-6-carboxylic acid FC1(CCN(CC1)C=1C=C(C=C2C=CC=NC12)C(=O)O)F